NC1=NC(=CC(=N1)C=1C=NC=NC1)N1N=NC2=C1C=CC(=C2)O 1-{2-amino-[4,5'-bipyrimidin]-6-yl}-1H-1,2,3-benzotriazol-5-ol